C1(CC1)C1=CC=2C(=NC3=CC=CC=C3N2)O1 2-cyclopropyl-furo[2,3-B]quinoxaline